C1=C(C=CC2=CC=CC=C12)[C@@H](C(=O)O)C (S)-2-(2-naphthyl)propionic acid